Cl.C(C)C1=NN(C2=CC(=CC=C12)N)C=1C=C(C=CC1)C 3-ethyl-1-(m-tolyl)-1H-indazol-6-amine hydrochloride